CC1=CC=C(C=C1)C(CC1=CC(=C(C(=C1)OC)OC)OC)=O 1-(4-Methylphenyl)-2-(3,4,5-trimethoxyphenyl)ethan-1-one